ethylenedioxy-N-propargyl-amphetamine C1ON(C(C)(CC2=CC=CC=C2)OC1)CC#C